COC1=C2C(=NC(=C1)C1=CN(C3=CN=C(C=C31)CC(=O)N)C)C3(OC2)COCC3 (3-(4'-methoxy-4,5-dihydro-2H,5'H-spiro[furan-3,7'-furo[3,4-b]pyridin]-2'-yl)-1-methyl-1H-pyrrolo[2,3-c]pyridin-5-yl)acetamide